BrC1=C(C(=O)N2CC3=CC=CC(=C3CC2)[C@@H]([C@@H](C(=O)O)C)CC)C(=CC(=C1)C=1C=NN(C1)C)Br (2S,3R)-3-[2-[2,6-Dibromo-4-(1-methylpyrazol-4-yl)benzoyl]-3,4-dihydro-1H-isoquinolin-5-yl]-2-methylpentanoic acid